(3S,4R)-4-{[7-(1-ethylcyclopropyl)-5-fluoropyrrolo[2,1-f][1,2,4]triazin-2-yl]amino}oxan-3-yl acetate C(C)(=O)O[C@@H]1COCC[C@H]1NC1=NN2C(C=N1)=C(C=C2C2(CC2)CC)F